1-(2-(3,3-difluoroazetidin-1-yl)-2-oxoethylpiperidin-4-yl)-4-Methyl-3,4-dihydropyrazine FC1(CN(C1)C(CN1CCC(CC1)N1CCN(C=C1)C)=O)F